tert-butyl 4-((6,7-dichloro-2,2-dioxido-4,9-dihydro-[1,2,6]thiadiazino[4,3-g]indol-3(1H)-yl)methyl)piperidine-1-carboxylate ClC=1C=2C(=CNC2C2=C(C1)CN(S(N2)(=O)=O)CC2CCN(CC2)C(=O)OC(C)(C)C)Cl